FC=1C=C(C=C(C1[C@@H]1N([C@@H](CC2=C1NC1=CC=CC=C21)C)S(=O)(=O)C)F)NC2CN(C2)CCCF N-[3,5-difluoro-4-[(1S,3R)-3-methyl-2-methylsulfonyl-1,3,4,9-tetrahydropyrido[3,4-b]indol-1-yl]phenyl]-1-(3-fluoropropyl)azetidin-3-amine